N(=O)OO.C1(=CC=CC=C1)C1(C(NC2=CC=CC=C12)C1OCCC1)C1=CC=CC=C1 diphenyl-2-(tetrahydrofuran-2-yl)indoline Peroxynitrit